NC=1SC2=C(N1)C(=CC=C2F)C=2C(=C(C(=CC2)O)N2CC(NS2(=O)=O)=O)F 5-(3-(2-amino-7-fluorobenzo[d]thiazol-4-yl)-2-fluoro-6-hydroxyphenyl)-1,2,5-thiadiazolidin-3-one 1,1-dioxide